BrC1=NC=2N(C(=C1)Br)N=CC2 5,7-dibromopyrazolo[1,5-a]pyrimidine